N1(CCOCC1)CC(=O)Cl 2-morpholinyl-acetyl chloride